2-isopropyl-2,3-dimethylbutylamine C(C)(C)C(CN)(C(C)C)C